C1(CC1)N1N=C2N=C(N=C(C2=C1)SCC(=O)C1=CC=C(S1)CNC(C(C(F)(F)F)(F)F)=O)C(F)(F)F N-((5-(2-((2-cyclopropyl-6-(trifluoromethyl)-2H-pyrazolo[3,4-d]pyrimidin-4-yl)thio)acetyl)thiophen-2-yl)methyl)-2,2,3,3,3-pentafluoropropanamide